2-cyanoethyl N,N-diisopropylchlorophosphoramidite CC(C)N(C(C)C)P(OCCC#N)Cl